methyl 3-(6-(chloromethyl)pyridazin-3-yl)-2-methoxybenzoate ClCC1=CC=C(N=N1)C=1C(=C(C(=O)OC)C=CC1)OC